C(=O)=NS(=O)=O.[Li] Lithium (N-carbonyl)sulfonamide